5-(6-chloro-5-((1S,2S)-2-phenylcyclopropyl)pyridazin-3-yl)pyrimidine ClC1=C(C=C(N=N1)C=1C=NC=NC1)[C@@H]1[C@H](C1)C1=CC=CC=C1